ClC1=C(C=CC(=C1)C(=O)[C@@H]1[C@H](C1)C=1N=NNN1)C(O)C1CC1 (2-chloro-4-{[(1S,2S)-2-(2H-1,2,3,4-tetrazol-5-yl)cyclopropyl]carbonyl}phenyl)(cyclopropyl)methanol